[5-(2,4-difluorophenoxy)-1-isobutyl-1H-indazol-6-yl]-piperidin-3-ylmethylamine FC1=C(OC=2C=C3C=NN(C3=CC2NCC2CNCCC2)CC(C)C)C=CC(=C1)F